5-(3'-chloro-[1,1'-biphenyl]-4-yl)-2,3-diphenylpyrazine ClC=1C=C(C=CC1)C1=CC=C(C=C1)C=1N=C(C(=NC1)C1=CC=CC=C1)C1=CC=CC=C1